ClC=1C=C(C(=O)NC2=C3C(N(C(=NC3=C(C=C2)C)C(F)F)CC2=C(C=CC=C2)C(F)(F)F)=O)C=C(C1O)Cl 3,5-dichloro-N-(2-(difluoromethyl)-8-methyl-4-oxo-3-(2-(trifluoromethyl)benzyl)-3,4-dihydroquinazolin-5-yl)-4-hydroxybenzamide